BrC=1C=CC(=NC1)/C=C/C#N (E)-3-(5-bromopyridin-2-yl)acrylonitrile